1-(6-((4-(2-(3-(3-amino-6-(2-hydroxyphenyl)pyridazin-4-yl)-3,8-diazabicyclo[3.2.1]octan-8-yl)pyrimidin-5-yl)piperidin-1-yl)methyl)pyridazin-3-yl)dihydropyrimidine-2,4(1H,3H)-dione NC=1N=NC(=CC1N1CC2CCC(C1)N2C2=NC=C(C=N2)C2CCN(CC2)CC2=CC=C(N=N2)N2C(NC(CC2)=O)=O)C2=C(C=CC=C2)O